3-amino-N,N-dimethyl-1-(1,2,3,4-tetrahydroquinoline-4-carbonyl)-4,5-dihydro-1H-pyrazolo[3,4-c]pyridine-6(7H)-carboxamide NC1=NN(C=2CN(CCC21)C(=O)N(C)C)C(=O)C2CCNC1=CC=CC=C21